C(C1=CC=CC=C1)S(=O)(=O)N1CC(C(CC1)(C1=CC(=CC=C1)OC([2H])([2H])[2H])OC(C1=CC=CC=C1)=O)CN(C([2H])([2H])[2H])C([2H])([2H])[2H] 1-(benzylsulfonyl)-3-((bis(methyl-d3)amino)methyl)-4-(3-(methoxy-d3)phenyl)piperidin-4-ylbenzoate